tert-butyl 4-(bis(4-methoxybenzyl) amino)-3-methyl-2-oxopiperidine-1-carboxylate COC1=CC=C(CN(C2C(C(N(CC2)C(=O)OC(C)(C)C)=O)C)CC2=CC=C(C=C2)OC)C=C1